N=1C=NN2C1C=C(C=C2)OC2=C(C=C(C=C2)NC2=NC=NN1C2=C(C=C1)C1CN(C1)C(\C=C\CN1CC(CC1)(F)F)=O)C (E)-1-(3-(4-((4-([1,2,4]triazolo[1,5-a]pyridin-7-yloxy)-3-methylphenyl)amino)pyrrolo[2,1-f][1,2,4]triazin-5-yl)azetidin-1-yl)-4-(3,3-difluoropyrrolidin-1-yl)but-2-en-1-one